N-{[5-(3,3-difluorocyclobutyl)pyridin-2-yl](phenyl)methyl}-4-fluoro-1-[2-(1,3-oxazol-2-yl)acetyl]pyrrolidine-2-carboxamide FC1(CC(C1)C=1C=CC(=NC1)C(NC(=O)C1N(CC(C1)F)C(CC=1OC=CN1)=O)C1=CC=CC=C1)F